C(#N)C1=CC=C(C=C1)C=1SC(=CN1)CNC(=O)C1=CC2=C(S(C3=C(C(N2)=O)C=CC=C3)(=O)=O)C=C1O N-((2-(4-cyanophenyl)thiazol-5-yl)methyl)-7-hydroxy-11-oxo-10,11-dihydrodibenzo[b,f][1,4]thiazepine-8-carboxamide 5,5-dioxide